BrC1=C(C=C(C(=C1)Cl)OC)I 1-BROMO-5-CHLORO-2-IODO-4-METHOXYBENZENE